OC1CN(CC1O)C(=O)N 3,4-dihydroxypyrrolidine-1-carboxamide